(phenylmethyloxy)-3-(1,1-difluoroethyl)pyridine-2-carboxylic acid methyl ester COC(=O)C1=NC=CC(=C1C(C)(F)F)OCC1=CC=CC=C1